(R)-1-(4-((5-(1-(2,2-difluoroethyl)-2-methyl-1H-benzo[d]imidazol-6-yl)-6-fluoro-4-(methoxy-d3)pyrrolo[2,1-f][1,2,4]triazin-2-yl)amino)-3,3-difluoropiperidin-1-yl)ethan-1-one-2,2,2-d3 FC(CN1C(=NC2=C1C=C(C=C2)C=2C(=CN1N=C(N=C(C12)OC([2H])([2H])[2H])N[C@H]1C(CN(CC1)C(C([2H])([2H])[2H])=O)(F)F)F)C)F